CC1=C(C(=CC(=C1)C)C)Cl 2,4,6-trimethylchlorobenzene